CN1N=CC=C1C(=O)NC1=CN=C2C(=N1)NC(=C2)C2=C(C=CC=C2)C 1-methyl-N-(6-(o-tolyl)-5H-pyrrolo[2,3-b]pyrazin-3-yl)-1H-pyrazole-5-carboxamide